C(CC(C#N)C#N)(C#N)C#N 1,1,3,3-propanetetracarbonitrile